C1(=CC=CC=C1)N(C(=N)N)C#N phenyl-N1-cyanoguanidine